3-chloro-2,6-difluoro-N-(6-fluoropyridin-2-yl)-4-(3-methyl-3-(piperidin-1-yl)pyrrolidin-1-yl)benzenesulfonamide ClC=1C(=C(C(=CC1N1CC(CC1)(N1CCCCC1)C)F)S(=O)(=O)NC1=NC(=CC=C1)F)F